ClC=1C=C(C(=NC1F)N\N=C(/C(=O)O)\C)F (Z)-2-[(5-chloro-3,6-difluoro-2-pyridyl)hydrazono]propanoic Acid